C(C)(C)(C)OC(=O)N1CC2=C(CC1)SC(=C2)CN 2-(aminomethyl)-6,7-dihydrothieno[3,2-c]Pyridine-5(4H)-carboxylic acid tert-butyl ester